ClC1=NC(=CC(=C1)C(C)(C)N)C1=CC=C(C=C1)F 2-(2-chloro-6-(4-fluorophenyl)pyridin-4-yl)propan-2-amine